(1-(1H-indol-3-yl)hex-2-yl)-5-(4-methylpiperazin-1-yl)-4H-1,2,4-triazole-3-carboxamide N1C=C(C2=CC=CC=C12)CC(CCCC)N1C(=NN=C1N1CCN(CC1)C)C(=O)N